C1(CCCCC1)NC(COC1=CC=C2C=CC(=CC2=C1)C(CC(=O)O)C=1C=CC2=C(CCO2)C1)=O 3-(7-(2-(cyclohexylamino)-2-oxoethoxy)naphthalen-2-yl)-3-(2,3-dihydrobenzofuran-5-yl)propanoic acid